octadecyl erucate C(CCCCCCCCCCC\C=C/CCCCCCCC)(=O)OCCCCCCCCCCCCCCCCCC